3,3-difluorocyclobutyl 5-(4-((1H-indazol-5-yl)amino)pyrimidin-2-yl)isoindoline-2-carboxylate N1N=CC2=CC(=CC=C12)NC1=NC(=NC=C1)C=1C=C2CN(CC2=CC1)C(=O)OC1CC(C1)(F)F